OC1=CC=C2N=CC(=NC2=C1)C1=CC(=NO1)CC1CCN(CC1)C(=O)OC(C)(C)C tert-butyl 4-[[5-(7-hydroxyquinoxalin-2-yl)isoxazol-3-yl]methyl]piperidine-1-carboxylate